Cl[C@H](C(=O)N(NC([C@@H](CC(C)(C)C)C=1C(=NOC1C)C(=O)N)=O)C[C@H]1C(NCC1)=O)F ((S)-1-(2-((R)-2-Chloro-2-fluoroacetyl)2-(((S)-2-oxopyrrolidin-3-yl)methyl)hydrazineyl)-4,4-dimethyl-1-oxopentan-2-yl)-5-methylisoxazole-3-carboxamide